ethyl 4-(hydroxyimino)-4-phenylbutyrate ON=C(CCC(=O)OCC)C1=CC=CC=C1